pyrano[3,4-c]pyrazole-3-carboxamide N1=NC(=C2C1=COC=C2)C(=O)N